C1([C@H]2N(C(N1)=O)CCC2)=O (7aS)-tetrahydro-1H-pyrrolo[1,2-c]Imidazole-1,3(2H)-dione